C[Si](OCCOC)(OCCOC)OCCOC methyl-tris(2-methoxyethoxy)silane